ClC1=NC=CC(=N1)N1N=C(C2=CC=CC=C12)NC=1C=C2C=NN(C2=CC1)C1OCCCC1 1-(2-chloropyrimidin-4-yl)-N-(1-tetrahydropyran-2-yl-indazol-5-yl)indazol-3-amine